NC=1C=2N(C3=CC(=CC=C3N1)C(=O)N1[C@@H]3[C@H](O[C@@H](C1)C)CC=1C=C(C=CC13)C(F)(F)F)C(=NC2)C (4-amino-1-methylimidazo[1,5-a]quinoxalin-8-yl)((2R,4aS,9aR)-2-methyl-7-(trifluoromethyl)-2,3,9,9a-tetrahydroindeno[2,1-b][1,4]oxazin-4(4aH)-yl)methanone